4-((4-(2-((tert-butyldiphenylsilyl)oxy)ethyl)piperazin-1-yl)methyl)-3-(trifluoromethyl)aniline Iron [Fe].[Si](C1=CC=CC=C1)(C1=CC=CC=C1)(C(C)(C)C)OCCN1CCN(CC1)CC1=C(C=C(N)C=C1)C(F)(F)F